5-chloro-N-((2-(2,6-dioxopiperidin-3-yl)-1-oxoisoindolin-5-yl)methyl)-1H-indazole-3-carboxamide ClC=1C=C2C(=NNC2=CC1)C(=O)NCC=1C=C2CN(C(C2=CC1)=O)C1C(NC(CC1)=O)=O